1-(5-bromo-3-chloro-2-fluorophenyl)ethanone BrC=1C=C(C(=C(C1)C(C)=O)F)Cl